3-(((3-chloropyridin-2-yl)methyl)amino)-5-iodo-4H-benzo[e][1,2,4]thiadiazine 1,1-dioxide ClC=1C(=NC=CC1)CNC1=NS(C2=C(N1)C(=CC=C2)I)(=O)=O